N[C@H]1CC=CC[C@@H]1C1=C(C2=NC(=CC(=C2S1)NCC=1OC=CC1)C#N)Cl 2-((1s,6s)-6-aminocyclohex-3-en-1-yl)-3-chloro-7-((furan-2-ylmethyl)amino)thieno[3,2-b]pyridine-5-carbonitrile